pyrimidine-3-formamide N=1CN(C=CC1)C(=O)N